5-(4-methoxybenzyl)-1H-indazol-3-amine COC1=CC=C(CC=2C=C3C(=NNC3=CC2)N)C=C1